rac-N-{(3S,4R)-7-methyl-6-oxo-4-[({(1s,4S)-4-[(1Z)-prop-1-en-1-yl]cyclohexyl}oxy)methyl]-1,3,4,6-tetrahydro-2H-quinolizin-3-yl}methanesulfonamide CC=1C(N2[C@H]([C@H](CCC2=CC1)NS(=O)(=O)C)COC1CCC(CC1)\C=C/C)=O |r|